6-(6-Fluoro-4-((2-phenylthiazol-4-yl)methoxy)benzofuran-2-yl)-2-methoxyimidazo[2,1-b][1,3,4]thiadiazole FC1=CC2=C(C=C(O2)C=2N=C3SC(=NN3C2)OC)C(=C1)OCC=1N=C(SC1)C1=CC=CC=C1